ClC=1C=C(C=CC1F)N(C(=O)[C@@H]1CN(C(N1C(=O)OCC1=CC=CC=C1)=O)S(=O)(=O)C)C benzyl (5S)-5-[(3-chloro-4-fluoro-phenyl)-methyl-carbamoyl]-3-methyl-sulfonyl-2-oxo-imidazolidine-1-carboxylate